dimethyl-phenoxyisoButyl-phosphine CC(C(C)C)(POC1=CC=CC=C1)C